O[C@@]1(CCN(CC12CCCC2)C([C@@H](CC(F)(F)F)C)=O)CN2C(C=C(C(=C2)C(=O)N2CCN(CC2)C)C2=CC=CC=C2)=O 1-(((R)-10-hydroxy-7-((R)-4,4,4-trifluoro-2-methylbutyryl)-7-azaspiro[4.5]decan-10-yl)methyl)-5-(4-methylpiperazine-1-carbonyl)-4-phenylpyridin-2(1H)-one